3-allyl-imidazole hydroxide [OH-].C(C=C)N1C=NC=C1